O1C(COCC1)CN1C2(CN(C2)C2(C(NC(NC2=O)=O)=O)C2=CC=C(C=C2)OC2=CC=C(C=C2)OC(F)(F)F)CCCC1 5-[5-(1,4-Dioxan-2-ylmethyl)-2,5-diazaspiro[3.5]nonan-2-yl]-5-[4-[4-(trifluoromethoxy)phenoxy]phenyl]hexahydropyrimidine-2,4,6-trione